tert-butyl N-[2-[2-[2-[2-[2-[2-(3-hydroxypropoxy)ethoxy] ethoxy]ethoxy]ethoxy]ethoxy]ethyl]-N-methyl-carbamate OCCCOCCOCCOCCOCCOCCOCCN(C(OC(C)(C)C)=O)C